methyl 2-bromo-4-nitrobenzoate BrC1=C(C(=O)OC)C=CC(=C1)[N+](=O)[O-]